(7S)-7-[(2S)-1,4-dioxan-2-ylmethyl]-3-[(3-fluoro-2-methoxyphenyl)amino]-2-(2-methylpyrimidin-4-yl)-1H,5H,6H,7H-pyrrolo[3,2-c]pyridin-4-one O1[C@H](COCC1)C[C@@H]1C2=C(C(NC1)=O)C(=C(N2)C2=NC(=NC=C2)C)NC2=C(C(=CC=C2)F)OC